2-{7-[(1s,3s)-3-(hydroxymethyl)-3-methylcyclobutyl]-7H-pyrrolo[2,3-c]pyridazin-3-yl}-3-methyl-5-(trifluoromethyl)phenol OCC1(CC(C1)N1C=CC2=C1N=NC(=C2)C2=C(C=C(C=C2C)C(F)(F)F)O)C